8-(2-(difluoromethyl)-6-methylpyridin-4-yl)-7-(4-fluorophenyl)tetrazolo[1,5-c]pyrimidin-5-amine FC(C1=NC(=CC(=C1)C=1C=2N(C(=NC1C1=CC=C(C=C1)F)N)N=NN2)C)F